C(=O)C=1C=C(N)C=CC1C(C)=O 3-formyl-(4-acetyl)aniline